(R)-3-(3-chloro-4-fluorophenyl)-1-((1-methoxyisoquinolin-4-yl)methyl)urea ClC=1C=C(C=CC1F)NC(NCC1=CN=C(C2=CC=CC=C12)OC)=O